6-tert-butyl 2-methyl 7,8-dihydro-5H-1,6-naphthyridine-2,6-dicarboxylate N1=C(C=CC=2CN(CCC12)C(=O)OC(C)(C)C)C(=O)OC